N-(3-aminophenyl)-2-fluorobenzenesulfonamide NC=1C=C(C=CC1)NS(=O)(=O)C1=C(C=CC=C1)F